Trifluoroethoxyethane FC(COCC)(F)F